1-(5-t-butylisoxazol-3-yl)-2-hydroxy-4-methoxy-3-methyl-2H-pyrrol-5-one C(C)(C)(C)C1=CC(=NO1)N1C(C(=C(C1=O)OC)C)O